tert-butyl 6-fluoro-3-(hydroxymethyl)-1H-indole-1-carboxylate FC1=CC=C2C(=CN(C2=C1)C(=O)OC(C)(C)C)CO